COC=1C=2N(N=C(C1)C1=NC=3C=CN(C(C3C=C1)=O)[C@@H]1C[C@@H](NCC1)C)C=C(N2)C 2-(8-methoxy-2-methyl-imidazo[1,2-b]pyridazin-6-yl)-6-[(2S,4S)-2-methyl-4-piperidyl]-1,6-naphthyridin-5-one